C(C)OC(=O)C=1N=C2N(C=CC(=N2)N2CCC(CC2)C2=CC=CC=C2)C1 7-(4-Phenylpiperidin-1-yl)imidazo[1,2-a]pyrimidine-2-carboxylic acid ethyl ester